pyrazolo[1,5-a]Pyrimidine-3-carboxylic acid [2-bromo-4-(5-chloro-2-hydroxy-phenyl)-thiazol-5-yl]Amide BrC=1SC(=C(N1)C1=C(C=CC(=C1)Cl)O)NC(=O)C=1C=NN2C1N=CC=C2